C(C)(C)(C)OC(=O)N1C(C(N(CC1)C=1C=NN(C1)C)=O)CC1=CC=CC=C1 benzyl-4-(1-methyl-1H-pyrazol-4-yl)-3-oxopiperazine-1-carboxylic acid tert-butyl ester